FC1=C(C=CC(=C1C(=O)OO)F)F 2,3,6-trifluoroperbenzoic acid